BrC=1C=C(C=CC1)C=1C=CC2=C(C3=C(O2)C=C2OC4=C(C2=C3)C=CC=C4)C1 2-(3-bromophenyl)benzo[1,2-b:5,4-b']bisbenzofuran